methanesulfonyl-(2-(di-t-butylphosphino)-1,1'-binaphthyl) CS(=O)(=O)C=1C(=C(C2=CC=CC=C2C1)C1=CC=CC2=CC=CC=C12)P(C(C)(C)C)C(C)(C)C